2-(7-(((8R,8aS)-octahydroindolizin-8-yl)amino)pyrazolo[1,5-d][1,2,4]triazin-4-yl)-5-(trifluoromethyl)phenol C1CCN2CCC[C@H]([C@H]12)NC1=NN=C(C=2N1N=CC2)C2=C(C=C(C=C2)C(F)(F)F)O